(8-amino-7-fluoro-6-(8-methyl-2,3-dihydro-1H-pyrido[2,3-b][1,4]oxazin-7-yl)isoquinolin-3-yl)carbamate NC=1C(=C(C=C2C=C(N=CC12)NC([O-])=O)C1=C(C2=C(OCCN2)N=C1)C)F